Tripotassium phosphate P(=O)([O-])([O-])[O-].[K+].[K+].[K+]